CC1=NNC(=C1CCCOC=1C=C(C(=O)O)C=CC1F)C 3-[3-(3,5-dimethyl-1H-pyrazol-4-yl)propoxy]-4-fluorobenzoic acid